COC=1C=C2C(=NC(=NC2=CC1OC)C)NC(C)C1=CC=C(S1)C1=C(C=CC=C1)C1CC(N1)=O 4-[2-(5-{1-[(6,7-dimethoxy-2-methylquinazolin-4-yl)amino]ethyl}thiophen-2-yl)phenyl]azetidin-2-one